methyl (2S)-5-amino-6-[[(trans)-3-cyanocyclohexyl]amino]-2-methyl-1,2,3,4-tetrahydroquinoline-1-carboxylate NC1=C2CC[C@@H](N(C2=CC=C1N[C@@H]1C[C@H](CCC1)C#N)C(=O)OC)C